CC1(CC=C(C=C1)N=NC1=CC=CC=C1)N(C)C 4-methyl-4-dimethylaminoazobenzene